(3-((Benzyloxy)methyl)-4-ethyl-5-oxo-4,5-dihydro-1H-1,2,4-triazol-1-yl)-3-fluoro-6-(2-(trifluoromethyl)phenyl)-1,6-naphthyridin-5(6H)-one C(C1=CC=CC=C1)OCC1=NN(C(N1CC)=O)C1=NC=2C=CN(C(C2C=C1F)=O)C1=C(C=CC=C1)C(F)(F)F